[Cl-].[Cl-].C[SiH](C)[Hf+2]C1C2=CC=CC=C2C=2C=CC=CC12 dimethylsilyl-(9-fluorenyl)hafnium dichloride